C(C)S(=O)(=O)N1CCC(CC1)C(C)C=1C(=C(C(=O)N)C=C(C1)[N+](=O)[O-])C (1-(1-(Ethylsulfonyl)piperidin-4-yl)ethyl)-2-methyl-5-nitrobenzamide